CC1(CCC(CC1)=C(C)C)SCCCCCCCC (1-methyl-4-(propan-2-ylidene)cyclohexyl)(octyl)sulfane